CC(=O)N[C@@H]1[C@H]([C@@H]([C@H](O[C@H]1O[C@H]2[C@H]([C@H](OC([C@@H]2O)O)CO)O)COS(=O)O)O[C@H]3[C@@H]([C@H]([C@H]([C@H](O3)CO)O)O[C@H]4[C@@H]([C@H]([C@@H]([C@H](O4)COS(=O)(=O)O)O[C@H]5[C@@H]([C@H]([C@H]([C@H](O5)CO)O)O)O)O)NC(=O)C)O)O The molecule is an amino pentasaccharide comprised of two N-acetylated glucosamine residues sulfated on O-6, and three galactosyl residues, of which one is at the reducing end and another is at the non-reducing end. It is an intermediate in the keratan sulfate degradation pathway. It has a role as a mouse metabolite.